C1(=CCCC1)C(=O)N cyclopent-1-en-1-carboxamide